C(=O)(O)C(CC1=CC=C(C=C1)OCCOCCOCC)N1CCN(CCN(CCN(CC1)CC(=O)[O-])C(C(=O)[O-])C)CC(=O)[O-].[Gd+3] gadolinium 2-[7-(1-carboxy-2-{4-[2-(2-ethoxyethoxy)ethoxy]phenyl} ethyl)-4,10-bis(carboxylatomethyl)-1,4,7,10-tetraazacyclododecan-1-yl]propanoate